FC(/C=C/C(=O)N1CC2CCC(C1)N2C2=NC=C(C#N)C=C2)(C=2C=NC=C(C2)OC)F 6-(3-((E)-4,4-difluoro-4-(5-methoxypyridin-3-yl)but-2-enoyl)-3,8-diazabicyclo[3.2.1]octan-8-yl)nicotinonitrile